BrC=1C(=C(C=NC1)CNS(=O)(=O)CC)Cl N-((5-Bromo-4-chloropyridin-3-yl)methyl)ethanesulfonamide